2-chloro-9-(6-hydroxy-spiro[3.3]heptane-2-yl)-7-methyl-7,9-dihydro-8H-purin-8-one ClC1=NC=C2N(C(N(C2=N1)C1CC2(C1)CC(C2)O)=O)C